phenyl 3-chloro-3,3-difluoropropionate ClC(CC(=O)OC1=CC=CC=C1)(F)F